COC(=O)C=1C=CC2=C(N(C(=N2)C=C2CCN(CC2)C(=O)OC(C)(C)C)CC2OCC2)C1 (1-(tert-butoxycarbonyl)piperidin-4-ylidenemethyl)-1-(oxetan-2-ylmethyl)-1H-benzo[d]imidazole-6-carboxylic acid methyl ester